pyridazin-3-carboxamide hydrochloride Cl.N1=NC(=CC=C1)C(=O)N